6-Chloro-2-(1-cyclopropyl-1H-pyrazol-4-yl)pyridin-3-amine ClC1=CC=C(C(=N1)C=1C=NN(C1)C1CC1)N